ethyl 2-[3-aminopropanoyl(methyl)amino]-4-methyl-thiazole-5-carboxylate NCCC(=O)N(C=1SC(=C(N1)C)C(=O)OCC)C